Octahydro-1H-isoindole-1-carbonitrile C1(NCC2CCCCC12)C#N